3-hydroxy-β-methyltetradecanoic acid OC(CC(=O)O)(CCCCCCCCCCC)C